3-(4'-(4-azidobutoxy)-2'-ethyl-[1,1'-biphenyl]-4-yl)-1-oxopropane N(=[N+]=[N-])CCCCOC1=CC(=C(C=C1)C1=CC=C(C=C1)CCC=O)CC